N12C[C@H](C(CC1)CC2)NC(=O)C2=C1N(C=3C=CC=CC23)CCOC1 N-[(3S)-1-azabicyclo[2.2.2]octan-3-yl]-1H,3H,4H-[1,4]oxazino[4,3-a]indole-10-carboxamide